ClC1=NC(=NN2C1=C(C(=C2)C2=CC=NC=C2)C)C=2N(C=CN2)C D-4-chloro-5-methyl-2-(1-methyl-1H-imidazol-2-yl)-6-(pyridin-4-yl)pyrrolo[2,1-f][1,2,4]triazine